methyl 4-((tert-butoxycarbonyl)amino)-3-fluoroimidazo[1,5-a]quinoxaline-8-carboxylate C(C)(C)(C)OC(=O)NC=1C=2N(C3=CC(=CC=C3N1)C(=O)OC)C=NC2F